CP(OOS(=O)(=O)C1=CC=C(C)C=C1)([O-])=O.[Na+] Sodium p-toluenesulfonyloxy methylphosphonate